(S)-tert-butyl 6-(3,6-dihydro-2H-pyran-4-yl)-3-methyl-3,4-dihydropyridine-1(2H)-carboxylate O1CCC(=CC1)C1=CC[C@@H](CN1C(=O)OC(C)(C)C)C